2-(1-cyclopropyl-vinyl)-4,4,5,5-tetramethyl-1,3,2-dioxaborolane C1(CC1)C(=C)B1OC(C(O1)(C)C)(C)C